2-[2-benzyloxy-4-(2-benzyloxy-2-oxo-ethyl)-3,5-difluoro-phenyl]-2-methyl-propionic acid methyl ester COC(C(C)(C)C1=C(C(=C(C(=C1)F)CC(=O)OCC1=CC=CC=C1)F)OCC1=CC=CC=C1)=O